C1(=CC=CC=C1)NC[Si](OC)(OC)C (N-phenylaminomethyl)methyldimethoxysilane